4-bromo-3-(difluoromethoxy)-5-(methylsulfonyl)-1-trityl-1H-indazole BrC1=C2C(=NN(C2=CC=C1S(=O)(=O)C)C(C1=CC=CC=C1)(C1=CC=CC=C1)C1=CC=CC=C1)OC(F)F